F[C@H]1C[C@H](N2N=C(N=C21)N2N=C(C=C2)C#N)C2=CC=CC=C2 1-[(5S,7S)-7-fluoro-5-phenyl-6,7-dihydro-5H-pyrrolo[1,2-b][1,2,4]triazol-2-yl]pyrazole-3-carbonitrile